iron monolysinate sulfate salt S(=O)(=O)([O-])[O-].N[C@@H](CCCCN)C(=O)[O-].[Fe+3]